tert-amyl O-(2-ethylhexyl) monoperoxycarbonate C(OC(C)(C)CC)(=O)OOCC(CCCC)CC